3-nitrotyrosine [N+](=O)([O-])C=1C=C(C[C@H](N)C(=O)O)C=CC1O